methyl 4-(3-fluorophenyl)-1-(5-(isopropylsulfanyl)-4-(4-(trifluoromethyl) cyclohex-1-en-1-yl) thiazol-2-yl)-3-methyl-1H-pyrazole-5-carboxylate FC=1C=C(C=CC1)C=1C(=NN(C1C(=O)OC)C=1SC(=C(N1)C1=CCC(CC1)C(F)(F)F)SC(C)C)C